ClC1=CC(=NC(=C1)C=1C=NC=CC1)OC 4-chloro-2-methoxy-6-(3-pyridinyl)pyridine